ClC1=NC=2N(C(C(N(C2C=N1)C)=O)=O)C1CCC2(COC2)CC1 2-chloro-5-methyl-8-(2-oxaspiro[3.5]nonan-7-yl)pteridine-6,7-dione